C1(CC(CC(C1)CCC(=O)OC(CC)C)CCC(=O)OC(CC)C)CCC(=O)OC(CC)C tri(methylpropyl) cyclohexane-1,3,5-tripropionate